C(#N)CNC(=O)C=1OC(=NN1)C1=C(C=CC=C1)NC1=CC=C(C=C1)C(F)(F)F N-(cyanomethyl)-5-(2-((4-(trifluoromethyl)phenyl)amino)phenyl)-1,3,4-oxadiazole-2-carboxamide